2-methoxycarbonyl-methylthioethylamine hydrochloride Cl.COC(=O)C(CN)SC